3-[4-(1,3-Dioxolan-2-yl)anilino]-5-(methylamino)-6-(3-methylimidazo[4,5-c]pyridin-7-yl)pyrazine-2-carboxamide O1C(OCC1)C1=CC=C(NC=2C(=NC(=C(N2)NC)C=2C3=C(C=NC2)N(C=N3)C)C(=O)N)C=C1